CNC1=NC2=C(C(=O)N1)N=CN2[C@H]3C[C@@H]([C@H](O3)CO)O N2-methyl-deoxyguanosine